OC1=C(C(N(C=C1C)C)=O)NC(NC(CC(=O)O)C1=CN(C(C=C1)=O)C1=CC=CC=C1)=O 3-(3-(4-hydroxy-1,5-dimethyl-2-oxo-1,2-dihydropyridin-3-yl)ureido)-3-(6-oxo-1-phenyl-1,6-dihydropyridin-3-yl)propionic acid